5-fluoro-1,3-dihydro-2,1-benzoxaborol-1-ol FC=1C=CC2=C(COB2O)C1